NC=1C=2N(C3=C(N1)C=NC(=C3)C(=O)N3[C@@H]1[C@H](O[C@H](C3)C)CC=3C=C(C=CC31)Cl)C(=NC2)C (4-amino-1-methylimidazo[1,5-a]pyrido[3,4-e]pyrazin-8-yl)((2S,4aS,9aR)-7-chloro-2-methyl-2,3,9,9a-tetrahydroindeno[2,1-b][1,4]oxazin-4(4aH)-yl)methanone